benzyl 7-fluoro-5-oxo-4,5-dihydro-3H-spiro[benzo[f][1,4]oxazepine-2,4'-piperidine]-1'-carboxylate FC=1C=CC2=C(C(NCC3(CCN(CC3)C(=O)OCC3=CC=CC=C3)O2)=O)C1